(E)-2-fluoro-3,3-bis(trifluoromethyl)oxirane FC1OC1(C(F)(F)F)C(F)(F)F